C(#N)C1=CC=C(C(=N1)C(=O)OC)S(=O)(=O)C Methyl 6-cyano-3-methylsulfonylpyridine-2-carboxylate